NC1=C2N=CN(C2=NC(=N1)F)[C@H]1C[C@@H]([C@@](O1)(C#C)CO[P@@](=O)(OC1=CC=CC=C1)N[C@@H](CC1=CC=CC=C1)C(=O)OC(CCCCCCCCCCC)CCCCCCCCCCC)O Tricosan-12-yl ((R)-(((2R,3S,5R)-5-(6-amino-2-fluoro-9H-purin-9-yl)-2-ethynyl-3-hydroxytetrahydrofuran-2-yl) methoxy)(phenoxy)phosphoryl)-L-phenylalaninate